C1(CC1)C=1C(=NC(=NC1)NC1=CC=C(C=C1)OCCOC)NC=1C=C(C=CC1)NC(C=C)=O N-(3-(5-cyclopropyl-2-(4-(2-methoxyethoxy)phenylamino)pyrimidin-4-ylamino)phenyl)acrylamide